C[C@H]1CN(CCN1)C=1N=NC(=CN1)C1=C(C=C(C=C1)C=1C=NNC1)O 2-{3-[(3S)-3-methylpiperazin-1-yl]-1,2,4-triazin-6-yl}-5-(1H-pyrazol-4-yl)phenol